CN(CCNC(NC1=CC=C(C=C1)C=1C=CC2=C(N(C=N2)C=2C=C(C=CC2)NC(CC2=CC=CC=C2)=O)C1)=O)C N-(3-(6-(4-(3-(2-(dimethylamino)ethyl)ureido)phenyl)-1H-benzo[d]imidazol-1-yl)phenyl)-2-phenylacetamide